N-(cyclobutylmethyl)-1-[6-[[4-(1H-indazol-4-yl)triazol-1-yl]methyl]-1H-indol-2-yl]methanamine C1(CCC1)CNCC=1NC2=CC(=CC=C2C1)CN1N=NC(=C1)C1=C2C=NNC2=CC=C1